methyl 3,6-difluoropicolinate FC=1C(=NC(=CC1)F)C(=O)OC